4,5-diethyl-1,3-dioxan-2-one C(C)C1OC(OCC1CC)=O